FC1=CC(=CC=C1)N=C=S 1-fluoro-3-isothiocyanato-benzene